di(2-nonenyl)amine C(C=CCCCCCC)NCC=CCCCCCC